tert-butyl 4-((4-((3-chloro-2-fluorophenyl)amino)quinazolin-6-yl)oxy)piperidine-1-carboxylate ClC=1C(=C(C=CC1)NC1=NC=NC2=CC=C(C=C12)OC1CCN(CC1)C(=O)OC(C)(C)C)F